CC1(COC2=C1C(=CC=C2)OC2=CC=C(C=N2)N2C(NN=C2C)=O)C 4-{6-[(3,3-dimethyl-2,3-dihydro-1-benzofuran-4-yl)oxy]pyridin-3-yl}-5-methyl-2,4-dihydro-3H-1,2,4-triazol-3-one